7-[(4,5-dichloro-1H-indol-2-yl)carbonyl]-2,7-diazaspiro[4.4]nonan-3-one ClC1=C2C=C(NC2=CC=C1Cl)C(=O)N1CC2(CC(NC2)=O)CC1